(2R,3S,4S,5R)-3-(3,4-difluoro-2-(2-methoxyethoxy)phenyl)-N-(6-((R)-1,2-dihydroxyethyl)pyridin-3-yl)-4,5-dimethyl-5-(trifluoromethyl)tetrahydrofuran-2-carboxamide FC=1C(=C(C=CC1F)[C@H]1[C@@H](O[C@]([C@H]1C)(C(F)(F)F)C)C(=O)NC=1C=NC(=CC1)[C@H](CO)O)OCCOC